(1E)-N-[(6-chloro-3-pyridinyl)methyl]-N'-cyano-N-methylethanimidamide ClC1=CC=C(C=N1)CN(\C(\C)=N\C#N)C